CN(C)CCCN1N(N(CCC1)CCCN(C)C)CCCN(C)C tris-(dimethylaminopropyl)hexahydrotriazine